[3-[2-[4-[[1-(2,6-dioxo-3-piperidyl)-3-methyl-2-oxo-benzimidazol-5-yl] methyl]piperazin-1-yl]ethoxy]cyclobutyl]carbamate O=C1NC(CCC1N1C(N(C2=C1C=CC(=C2)CN2CCN(CC2)CCOC2CC(C2)NC([O-])=O)C)=O)=O